ClC=1C(=C(C=CC1)C=1OC(=CN1)C(=O)N[C@H](C(N[C@H](C(O)C=1SC=CN1)CCC(F)(F)F)=O)C)F 2-(3-chloro-2-fluorophenyl)-N-((2S)-1-oxo-1-(((2S)-5,5,5-trifluoro-1-hydroxyl-(thiazol-2-yl)pentan-2-yl)amino)propan-2-yl)oxazole-5-carboxamide